9-(3-Fluorotetrahydro-2H-pyran-4-yl)-7-methyl-2-(methylsulfonyl)-7,9-dihydro-8H-purin-8-one FC1COCCC1N1C2=NC(=NC=C2N(C1=O)C)S(=O)(=O)C